[Cl-].[Cl-].CC1(C(=C(C(=C1CCC)C)C)C)[Zr+2]C1C(=CC2=CC=CC=C12)C (1,2,3,4-tetramethyl-5-n-propylcyclopentadienyl)(2-methylindenyl)zirconium dichloride